1-benzyl-1-(1-((4-(butylamino)-2,6-dimethylphenyl)Amino)-1-oxobutan-2-yl)piperidin-1-ium carbonate C([O-])([O-])=O.C(C1=CC=CC=C1)[N+]1(CCCCC1)C(C(=O)NC1=C(C=C(C=C1C)NCCCC)C)CC.C(C1=CC=CC=C1)[N+]1(CCCCC1)C(C(NC1=C(C=C(C=C1C)NCCCC)C)=O)CC